ClC=1C=C(C=CC1F)\C=N\CC(OC)OC (E)-1-(3-chloro-4-fluoro-phenyl)-N-(2,2-dimethoxyethyl)methanimine